2-ethyl-9-(n-decyloxycarbonyloxy)anthracene C(C)C1=CC2=C(C3=CC=CC=C3C=C2C=C1)OC(=O)OCCCCCCCCCC